O=C1NC(CCC1N1C(C2=CC=CC(=C2C1=O)N1C[C@@H](CCC1)CC(=O)N1CC(C1)C(=O)O)=O)=O 1-{2-[(3S)-1-[2-(2,6-dioxopiperidin-3-yl)-1,3-dioxoisoindol-4-yl]piperidin-3-yl]acetyl}azetidine-3-carboxylic acid